N1C=C(C=C1)C=NO 1H-pyrrole-3-formaldoxime